CN1C=NC2=C1C=CC(=C2)B(O)O (1-methyl-1H-benzo[d]imidazol-5-yl)boronic acid